oxo-1',3'-dihydrospiro[azetidine-3,2'-indene] O=C1C2(CC3=CC=CC=C13)CNC2